2-(8-((dimethyl(oxo)-λ6-sulfaneylidene)amino)-5-(4-fluorophenyl)-1H-pyrazolo[4,3-g]isoquinolin-6-yl)acetaldehyde CS(=O)(C)=NC1=NC(=C(C2=CC3=C(C=C12)NN=C3)C3=CC=C(C=C3)F)CC=O